[NH+](=NN)[O-] Triazen-oxid